2-Amino-3-(4-(cyclohexylmethoxy)phenyl)propan-1-ol NC(CO)CC1=CC=C(C=C1)OCC1CCCCC1